(R)-3-(2-thiophenylthio)-butyric acid S1C(=CC=C1)S[C@@H](CC(=O)O)C